[2-(1-tert-butylpyrazol-3-yl)-4-(5-methyl-4H-1,2,4-triazol-3-yl)phenyl]-(4-methoxy-4-methyl-1-piperidyl)methanone C(C)(C)(C)N1N=C(C=C1)C1=C(C=CC(=C1)C1=NN=C(N1)C)C(=O)N1CCC(CC1)(C)OC